6-chloro-2-methyl-3-phenylfuro[3,2-b]pyridine ClC=1C=C2C(=NC1)C(=C(O2)C)C2=CC=CC=C2